3-(3-cyano-4-fluorophenyl)-1-(6-methoxypyridazin-4-yl)-1-((1-tetrahydro-2H-pyran-2-yl-5-(trifluoromethyl)-1H-pyrazol-3-yl)methyl)urea C(#N)C=1C=C(C=CC1F)NC(N(CC1=NN(C(=C1)C(F)(F)F)C1OCCCC1)C1=CN=NC(=C1)OC)=O